1,1'-bis(diphenylphosphino(phosphanyl))ferrocene C1(=CC=CC=C1)P(C1=CC=CC=C1)P[C-]1C=CC=C1.[C-]1(C=CC=C1)PP(C1=CC=CC=C1)C1=CC=CC=C1.[Fe+2]